CC([C@@H](C(=O)N1[C@@H](C[C@H](C1)O)C(=O)N[C@@H](C)C1=CC=C(C=C1)C1=C(N=CS1)C)NC(CCCCCOCC#C)=O)(C)C (2S,4R)-1-((S)-3,3-dimethyl-2-(6-(prop-2-yn-1-yloxy)hexanamido)butanoyl)-4-hydroxy-N-((S)-1-(4-(4-methylthiazol-5-yl)phenyl)ethyl)pyrrolidine-2-carboxamide